ClC1=CC=C2C(=C(N(C2=C1F)C=1C=NC=CC1)C#N)SC=1C(=C(C(=O)O)C=CC1)F 3-((6-chloro-2-cyano-7-fluoro-1-(pyridin-3-yl)-1H-indol-3-yl)sulfanyl)-2-fluorobenzoic acid